COC=1C=C(C=CC1)P(C)(C)=O 3-methoxyphenyl-dimethylphosphine oxide